14-((((9H-fluoren-9-yl) methoxy) carbonyl)amino)-1-azido-13-oxo-3,6,9-trioxa-16-thia-12-azanonadecane-18,19-diyl dipalmitate C(CCCCCCCCCCCCCCC)(=O)OC(CSCC(C(NCCOCCOCCOCCN=[N+]=[N-])=O)NC(=O)OCC1C2=CC=CC=C2C=2C=CC=CC12)COC(CCCCCCCCCCCCCCC)=O